6-chloro-N4-(2-morpholino-5-nitrophenyl)pyrimidine-4,5-diamine ClC1=C(C(=NC=N1)NC1=C(C=CC(=C1)[N+](=O)[O-])N1CCOCC1)N